N-((1R,3r,5S,6r)-3-(6-chloro-1H-indazol-4-yl)-3-hydroxybicyclo[3.1.0]hexan-6-yl)cyclobutanecarboxamide ClC1=CC(=C2C=NNC2=C1)C1(C[C@H]2C([C@H]2C1)NC(=O)C1CCC1)O